ClC1=C(C=C(C=C1)F)C1(NC(C2=C1C(=CC1=C(N(N=C21)C)C=COCC)NC(C2=CC(=CC(=C2)C(F)(F)F)F)=O)=O)O N-(6-(2-chloro-5-fluorophenyl)-3-(2-ethoxyvinyl)-6-hydroxy-2-methyl-8-oxo-2,6,7,8-tetrahydropyrrolo[3,4-g]indazol-5-yl)-3-fluoro-5-(trifluoromethyl)benzamide